CN(C1=CC=2OC(C(=CC2S1)C(=O)O)=O)CC1CCOCC1 2-(methyl((tetrahydro-2H-pyran-4-yl)methyl)amino)-5-oxo-5H-thieno[3,2-b]pyran-6-carboxylic acid